2-methyl-3-[4-(7H-pyrrolo[2,3-d]pyrimidin-4-yl)-1H-pyrazol-1-yl]propanenitrile trifluoroacetate salt FC(C(=O)O)(F)F.CC(C#N)CN1N=CC(=C1)C=1C2=C(N=CN1)NC=C2